4'-methoxytolan COC1=CC=C(C#CC2=CC=CC=C2)C=C1